tri(isopropyl)phosphonium C(C)(C)[PH+](C(C)C)C(C)C